Cl.COC1=NC=C2CCNCC2=C1 7-methoxy-1,2,3,4-tetrahydro-2,6-naphthyridine hydrochloride